(4-amino-7-fluoroimidazo[1,5-a]quinoxalin-8-yl)((2S,6R)-8-fluoro-9-(trifluoromethyl)-3,4-dihydro-2H-2,6-methanobenzo[b][1,5]oxazocin-5(6H)-yl)methanone NC=1C=2N(C3=CC(=C(C=C3N1)F)C(=O)N1[C@H]3C4=C(O[C@@H](CC1)C3)C=C(C(=C4)F)C(F)(F)F)C=NC2